2-Methyl-propane-1-sulfonic acid {3-[6-amino-8-(6-iodo-3-oxo-indan-5-ylsulfanyl)-purin-9-yl]-propyl}-amide NC1=C2N=C(N(C2=NC=N1)CCCNS(=O)(=O)CC(C)C)SC=1C=C2C(CCC2=CC1I)=O